CN1N=C(C(=C1)C1=C(C=C2CN(C(C2=C1)=O)C1=CC=C(N=N1)N1CC2(CCN(C2)C(=O)OC(C)(C)C)CC1)F)C tert-butyl 7-(6-(6-(1,3-dimethyl-1H-pyrazol-4-yl)-5-fluoro-1-oxoisoindolin-2-yl) pyridazin-3-yl)-2,7-diazaspiro[4.4]nonane-2-carboxylate